FC(C1=CC=C(NC=2C(=NC=CN2)C2=NOC(N2)=O)C=C1)(F)F 3-[3-[4-(trifluoromethyl)anilino]pyrazin-2-yl]-4H-1,2,4-oxadiazol-5-one